4-(benzoxazolin-2-on-5-yl)-N2-(3-trifluoromethoxyphenyl)-5-methylpyrimidine-2,4-diamine trifluoroacetate FC(C(=O)O)(F)F.O1C(NC2=C1C=CC(=C2)C2(NC(=NC=C2C)NC2=CC(=CC=C2)OC(F)(F)F)N)=O